C(C)(=O)ON=C(CC=O)C=1C=CC=2N(C3=CC=C(C=C3C2C1)C(C1=C(C=CC=C1)C)=O)CC N-acetoxy-1-[9-ethyl-6-(2-methylbenzoyl)-9H-carbazol-3-yl]-3-oxopropan-1-imine